1-((trans)-4-((7-(2-(2-fluoro-[1,1'-biphenyl]-4-yl)propionyl)-7H-pyrrolo[2,3-d]pyrimidin-4-yl)(methyl)amino)cyclohexyl)-N-methylmethanesulfonamide FC1=C(C=CC(=C1)C(C(=O)N1C=CC2=C1N=CN=C2N([C@@H]2CC[C@H](CC2)CS(=O)(=O)NC)C)C)C2=CC=CC=C2